3-tert-butyl-6-(4-chlorobenzyl)-8-(morpholin-4-yl)pyrido[3,4-e][1,2,4]triazolo[4,3-c]pyrimidin-5(6H)-one C(C)(C)(C)C1=NN=C2N1C(N(C1=C2C=NC(=C1)N1CCOCC1)CC1=CC=C(C=C1)Cl)=O